CN1C=C(C2=CC=CC=C12)\C=C\[N+](=O)[O-] (E)-1-methyl-3-(2-nitrovinyl)-1H-indole